9-oxononanenitrile O=CCCCCCCCC#N